NC(CCN(C(CF)=O)NC(=O)[C@@H](CC(C)C)NC(=O)C=1NC2=CC=CC(=C2C1)OC)=O N-[(1R)-1-[[(3-Amino-3-oxo-propyl)-(2-fluoroacetyl)amino]carbamoyl]-3-methyl-butyl]-4-methoxy-1H-indole-2-carboxamide